methallyl-sulfonic acid C(C(C)=C)S(=O)(=O)O